2-hydroxytetrahydrocyclopenta[b]pyran-5(2H)-one OC1CCC2C(O1)=CCC2=O